1-heptyl-1'-(2-(methacryloyloxy)ethyl)-2,2'-dimethyl-4,4'-bipyridine C(CCCCCC)N1C(=CC(C=C1)=C1C=C(N(C=C1)CCOC(C(=C)C)=O)C)C